2-{[7-amino-4-(2-amino-1,3-benzoxazol-5-yl)-1-oxo-2,3-dihydro-1H-isoindol-2-yl]methyl}prop-2-enenitrile NC=1C=CC(=C2CN(C(C12)=O)CC(C#N)=C)C=1C=CC2=C(N=C(O2)N)C1